1-((4-(dimethylamino) butanoyl) oxy)-3,3,4,4,5,5,6,6,7,7,8,8,8-tridecafluorooctyltetradecanoate CN(CCCC(=O)OC(CC(C(C(C(C(C(F)(F)F)(F)F)(F)F)(F)F)(F)F)(F)F)OC(CCCCCCCCCCCCC)=O)C